(S)-N-(2,6-dimethylpyrazolo[1,5-a]pyridin-5-yl)-4-(3-methylpiperazin-1-yl)-2,3-dihydro-1H-pyrrolo[2,3-b]pyridine-1-carboxamide 2,2,2-trifluoroacetate FC(C(=O)O)(F)F.CC1=NN2C(C=C(C(=C2)C)NC(=O)N2CCC=3C2=NC=CC3N3C[C@@H](NCC3)C)=C1